((7-bromo-5-fluorobenzofuran-2-yl)methoxy)(tert-butyl)dimethylsilane BrC1=CC(=CC=2C=C(OC21)CO[Si](C)(C)C(C)(C)C)F